CC1=CNC2=NC=C(C=C21)C=2C=C1CCN(CC1=C(C2)[C@H]2NCCOC2)C(=O)[C@@H]2COCC2 (R)-3-[6-(3-methyl-1H-pyrrolo[2,3-b]pyridin-5-yl)-2-[(S)-tetrahydrofuran-3-carbonyl]-1,2,3,4-tetrahydroisoquinolin-8-yl]morpholine